NC1=NC=C(C=N1)C#CC=1C(=C(C=CC1F)NS(=O)(=O)C1=C(C=CC(=C1)Cl)OC(F)(F)F)F N-(3-((2-aminopyrimidin-5-yl)ethynyl)-2,4-difluorophenyl)-5-chloro-2-(trifluoromethoxy)benzenesulfonamide